[Mn].[Li].[F] fluorine lithium manganese